C(C)C(C(=O)OOC(C)(CCC(C)(C)OOC(C(CCCC)CC)=O)C)CCCC 2,5-di(2-ethylhexanoyl-peroxy)-2,5-dimethylhexane